C(C)C=1C=CC(=C(C1)S(=O)(=O)NC1=NOC2=C1C(=CC(=C2)OC=2SC(=CN2)CNC(C#C)=O)OC)OC N-((2-((3-((5-ethyl-2-methoxyphenyl)sulfonamido)-4-methoxybenzo[d]isoxazol-6-yl)oxy)thiazol-5-yl)methyl)propiolamide